4,6,11-Hexadecatrienal (Z)-7-Tridecenyl-acetate C(CCCCC\C=C/CCCCC)CC(=O)O.C(CCC=CC=CCCCC=CCCCC)=O